4-(6-(2,5-difluorophenyl)-6-(4-fluoro-1-oxo-6-(4-(piperazin-1-yl)phenyl)isoindoline-2-yl)hexa-1,3-diyn-1-yl)-1H-pyrrole FC1=C(C=C(C=C1)F)C(CC#CC#CC=1C=CNC1)N1C(C2=CC(=CC(=C2C1)F)C1=CC=C(C=C1)N1CCNCC1)=O